C(C)(=O)N1C(CN(C(C1)=O)C(C)=O)=O 1,4-diacetyl-2,5-diketopiperazine